(1R,2S,3R,5R)-3-[5-(4-benzylthiophen-2-yl)pyrrolo[2,3-d]pyrimidin-7-yl]-5-[{{3-[(2-phenylethyl)amino]propyl}amino}methyl]cyclopentane-1,2-diol C(C1=CC=CC=C1)C=1C=C(SC1)C1=CN(C=2N=CN=CC21)[C@H]2[C@@H]([C@@H]([C@H](C2)CNCCCNCCC2=CC=CC=C2)O)O